3-(7-((3-fluoro-1-methylpiperidin-4-yl)amino)-3-(2,2,2-trifluoroethyl)benzofuran-2-yl)prop-2-yn FC1CN(CCC1NC1=CC=CC=2C(=C(OC21)C#CC)CC(F)(F)F)C